[Mg+2].I[O-].I[O-] hypoiodite magnesium